C(C)(C)C1(C(C(=O)[O-])C=CC=C1)C(C)C 2,2-diisopropylbenzoate